FC=1C=C2C=CN(C2=CC1)C[C@@H]1CC[C@H](CC1)C(=O)O trans-4-[(5-fluoroindol-1-yl)methyl]cyclohexanecarboxylic acid